The molecule is a hydroxycinnamic acid that is cinnamic acid in which the phenyl ring is substituted by hydroxy groups at positions 3 and 4. It exists in cis and trans forms; the latter is the more common. It has a role as a plant metabolite, an EC 1.13.11.33 (arachidonate 15-lipoxygenase) inhibitor, an EC 2.5.1.18 (glutathione transferase) inhibitor, an EC 1.13.11.34 (arachidonate 5-lipoxygenase) inhibitor, an antioxidant and an EC 3.5.1.98 (histone deacetylase) inhibitor. It is a hydroxycinnamic acid and a member of catechols. C1=CC(=C(C=C1/C=C/C(=O)O)O)O